methyl 2-methyl-4-(pyridin-4-ylamino)benzoate CC1=C(C(=O)OC)C=CC(=C1)NC1=CC=NC=C1